C(CCC)N(CCC=O)CCO 3-[BUTYL(2-HYDROXYETHYL)AMINO]PROPANAL